N7-(1-(2-(2,6-dioxopiperidin-3-yl)-1,3-dioxoisoindolin-5-yl)piperidin-4-yl)-2-(4-phenoxyphenyl)-9,10-dihydro-4H-benzo[d]pyrazolo[1,5-a][1,3]diazepine-3,7-dicarboxamide O=C1NC(CCC1N1C(C2=CC=C(C=C2C1=O)N1CCC(CC1)NC(=O)C1=CC2=C(NC=3N(CC2)N=C(C3C(=O)N)C3=CC=C(C=C3)OC3=CC=CC=C3)C=C1)=O)=O